NC1=NC(=CC(=C1)C=1N=NN(C1)CC1=CC=CC(=N1)[C@@H](C)N1CCC(CC1)C(=O)O)C1=CC(=CC=C1)C#N 1-[(R)-1-[6-({4-[2-amino-6-(m-cyanophenyl)-4-pyridinyl]-1H-1,2,3-triazol-1-yl}methyl)-2-pyridinyl]ethyl]-4-piperidinecarboxylic acid